3-[4-amino-5-(trifluoromethyl)pyrrolo[2,1-f][1,2,4]triazin-7-yl]-2,6-difluoro-N-[(3R,4S)-4-fluoro-1-(4,4,4-trifluoro-3-hydroxy-3-methylbutanoyl)pyrrolidin-3-yl]benzamide NC1=NC=NN2C1=C(C=C2C=2C(=C(C(=O)N[C@@H]1CN(C[C@@H]1F)C(CC(C(F)(F)F)(C)O)=O)C(=CC2)F)F)C(F)(F)F